ClC1=C(C=CC=C1)N1C=2N(C3=C(C1=O)C=NC(=N3)NC3=CC(=C(C=C3)N3CCN(CC3)C(C)C)OC)C=CN2 6-(2-chlorophenyl)-2-({3-methoxy-4-[4-(propan-2-yl)piperazin-1-yl]phenyl}amino)imidazo[1,2-a]pyrimido[5,4-e]pyrimidin-5(6H)-one